O1C=C(C2=C1C=CC=C2)C(CBr)=O 1-(benzofuran-3-yl)-2-bromoethan-1-one